ClC1=C(C=2NC(NC(C2C=N1)=O)=S)F 7-chloro-8-fluoro-2-thioxo-2,3-dihydropyrido[4,3-d]pyrimidin-4(1H)-one